C(C)(C)(C)N(C(=O)OC[C@H](CC)N)[C@H](C(=O)C=1SC2=C(N1)C=CC=C2)C[C@H]2C(NCC2)=O (S)-2-aminobutan-1-ol tert-butyl-{(2S)-1-(1,3-benzothiazol-2-yl)-1-oxo-3-[(3S)-2-oxopyrrolidin-3-yl]propan-2-yl}carbamate